L-prolyl-3-cyclohexyl-D-alanyl-L-tryptophanyl-L-arginine N1[C@@H](CCC1)C(=O)N[C@H](CC1CCCCC1)C(=O)N[C@@H](CC1=CNC2=CC=CC=C12)C(=O)N[C@@H](CCCNC(N)=N)C(=O)O